tert-butyl 1-((2-(benzyloxy)ethoxy)methyl)-3-azabicyclo[3.2.1]octane-3-carboxylate C(C1=CC=CC=C1)OCCOCC12CN(CC(CC1)C2)C(=O)OC(C)(C)C